O-((R)-2-hydroxypropyl)-N-methyl-L-serine O[C@@H](COC[C@H](NC)C(=O)O)C